S1C(=CC=C1)C1=CC=C(C=O)C=C1 4-(Thiophen-2-yl)benzaldehyde